Tert-butyl 4-(4-chloro-5-(3-((3S,4R)-4-(3,4-difluorophenyl)-1-(2-methoxyethyl)pyrrolidin-3-yl)ureido)-1-phenyl-1H-pyrazol-3-yl)piperidine-1-carboxylate ClC=1C(=NN(C1NC(=O)N[C@@H]1CN(C[C@H]1C1=CC(=C(C=C1)F)F)CCOC)C1=CC=CC=C1)C1CCN(CC1)C(=O)OC(C)(C)C